CC(/C=C/C=1C2=C(N(N1)C1=NC=CN=C1)SC(=C2)C(=O)OCC)C Ethyl 3-[(1E)-3-methylbut-1-en-1-yl]-1-(pyrazin-2-yl)-1H-thieno[2,3-c]pyrazole-5-carboxylate